2-(6-ISOPROPYL-3-METHYL-CYCLOHEX-2-EN-1-YL)ACETALDEHYD C(C)(C)C1CCC(=CC1CC=O)C